NC=1C=2N(C3=CC(=C(C=C3N1)F)C(=O)N1[C@@H]3[C@H](CCC1)OC=1C3=CN=C(C1)C(C(F)(F)F)(F)F)C=NC2C (4-amino-7-fluoro-3-methylimidazo[1,5-a]quinoxalin-8-yl)((4aS,9bS)-7-(perfluoroethyl)-3,4,4a,9b-tetrahydrofuro[3,2-b:4,5-c']dipyridin-1(2H)-yl)methanone